bis[4-(di-tert-butylsilyl)phenyl]ethylene C(C)(C)(C)[SiH](C1=CC=C(C=C1)C=CC1=CC=C(C=C1)[SiH](C(C)(C)C)C(C)(C)C)C(C)(C)C